triphenylmethanetricarboxylic acid C1(=CC=CC=C1)OC(=O)C(C(=O)OC1=CC=CC=C1)C(=O)OC1=CC=CC=C1